N-(3-bromopropyl)-7-nitrobenzo[C][1,2,5]oxadiazol-4-amine BrCCCNC1=CC=C(C2=NON=C21)[N+](=O)[O-]